2-(4-(8-(4-hydroxyphenyl)-2-methyl-1H-imidazo[4,5-c]quinolin-1-yl)phenyl)-2-methylpropanenitrile OC1=CC=C(C=C1)C1=CC=2C3=C(C=NC2C=C1)N=C(N3C3=CC=C(C=C3)C(C#N)(C)C)C